4,4'-bis(3-methoxy-4-formylphenyl)benzil COC=1C=C(C=CC1C=O)C1=CC=C(C=C1)C(=O)C(=O)C1=CC=C(C=C1)C1=CC(=C(C=C1)C=O)OC